[[2-[(2S,5R)-2-[4-[[2-(dimethylamino)-2-oxo-ethyl]amino]phenyl]-5-methyl-1-piperidyl]-2-oxo-acetyl]amino]pyridine-3-carboxamide CN(C(CNC1=CC=C(C=C1)[C@H]1N(C[C@@H](CC1)C)C(C(=O)NC1=NC=CC=C1C(=O)N)=O)=O)C